COC=1C=2N(N=CC1)C=CC2C=2C=C1C(=NC2)N=C(N1CC1=CC=NN1C)C 6-(4-methoxypyrrolo[1,2-b]pyridazin-5-yl)-2-methyl-1-((1-methyl-1H-pyrazol-5-yl)methyl)-1H-imidazo[4,5-b]pyridine